C1(CCC1)OC1=C(C=C(C=C1)CC)I 1-Cyclobutoxy-4-ethyl-2-iodobenzene